FC1(CN(CCC1)CC[C@@H](CC(=O)O)NC(=O)C=1N=C(N(C1)C1=C(C=CC=C1)C(F)(F)F)C=1C=NC=NC1)F (3S)-5-(3,3-difluoropiperidin-1-yl)-3-{[2-(pyrimidin-5-yl)-1-[2-(trifluoromethyl)phenyl]-1H-imidazol-4-yl]formamido}pentanoic acid